2-((1-methyl-4-oxo-2-(trifluoromethyl)-1,4-dihydroquinolin-7-yl)amino)thiazole-5-carboxamide CN1C(=CC(C2=CC=C(C=C12)NC=1SC(=CN1)C(=O)N)=O)C(F)(F)F